C(C)(C)(C)C1=CC=C(CNC[C@@H]([C@H](CC2=CC=CC=C2)NC(=O)C2C3=CC=CC=C3C=3C=CC=CC23)O)C=C1 N-((2S,3S)-4-((4-(tert-butyl)benzyl)amino)-3-hydroxy-1-phenylbutan-2-yl)-9H-fluorene-9-carboxamide